indolylpyrrolo[1,2-a]indole N1C(=CC2=CC=CC=C12)C1=CCN2C1=CC=1C=CC=CC21